C(C)OC(=O)C=1OC2=C(C1C(F)(F)F)C(CCC2)=O 4-oxo-3-(trifluoromethyl)-4,5,6,7-tetrahydro-1-benzofuran-2-carboxylic acid ethyl ester